N-(1-methylazetidin-3-yl)picolinamide cyclopropyl-6-(1-(6-bromo-1H-imidazo[4,5-b]pyridin-2-yl)ethyl)-3,4-dihydro-1,5-naphthyridine-1(2H)-carboxylate C1(CC1)OC(=O)N1CCCC2=NC(=CC=C12)C(C)C=1NC=2C(=NC=C(C2)Br)N1.CN1CC(C1)NC(C1=NC=CC=C1)=O